O1NN(C=C1)C(=O)[O-].[Li+] lithium oxadiazole-3-carboxylate